4-[5-(cyclopropylmethoxy)-2-ethylsulfonylpyridin-4-yl]-2-methylisoquinolin-1-one C1(CC1)COC=1C(=CC(=NC1)S(=O)(=O)CC)C1=CN(C(C2=CC=CC=C12)=O)C